BrC=1N=C(SC1)C1CCNC(CN1C(=O)OC(C)(C)C)=O tert-butyl 7-(4-bromothiazol-2-yl)-3-oxo-1,4-diazepane-1-carboxylate